4,6-bis(3,5-bis(3-pyridyl)phenylphenyl)-2-methylpyrimidine N1=CC(=CC=C1)C=1C=C(C=C(C1)C=1C=NC=CC1)C1=C(C=CC=C1)C1=NC(=NC(=C1)C1=C(C=CC=C1)C1=CC(=CC(=C1)C=1C=NC=CC1)C=1C=NC=CC1)C